C(C)C(C(CC)CC)P(O)(=O)C(C(CC)CC)CC di(1,2-diethylbutyl)phosphinic acid